Carbonic Acid Tert-Butyl ester (4S,5R)-5-formyl-2,2-dimethyl-[1,3]dioxolan-4-ylmethyl Ester C(=O)[C@H]1[C@@H](OC(O1)(C)C)COC(OC(C)(C)C)=O